NC1=NOC=C1 3-aminoisoxazole